[2-(2-{3-Methyl-3-[4-(4-methylpiperazin-1-yl)phenyl]ureido}-ethyl-disulfanyl)ethyl]carbamic acid tert-butyl ester C(C)(C)(C)OC(NCCSSCCNC(=O)N(C1=CC=C(C=C1)N1CCN(CC1)C)C)=O